Bis(tri-o-tolylphosphine) palladium (II) dichloride [Pd](Cl)Cl.C1(=C(C=CC=C1)P(C1=C(C=CC=C1)C)C1=C(C=CC=C1)C)C.C1(=C(C=CC=C1)P(C1=C(C=CC=C1)C)C1=C(C=CC=C1)C)C